NC1=CC=C(C=N1)N1CC2=CC=C(C=C2CC1(C)C)C(=O)OC methyl 2-(6-aminopyridin-3-yl)-3,3-dimethyl-1,2,3,4-tetrahydroisoquinoline-6-carboxylate